7-[3-[3-(aminomethyl)azetidin-1-yl]sulfonylphenyl]-3-pentyl-quinolin-2-amine NCC1CN(C1)S(=O)(=O)C=1C=C(C=CC1)C1=CC=C2C=C(C(=NC2=C1)N)CCCCC